(1-(7-(8-Ethyl-7-fluoro-3-hydroxynaphthalen-1-yl)-8-fluoro-2-(((2r,7as)-2-fluorohexahydro-1H-pyrrolizin-7a-yl)methoxy)pyrido[4,3-d]pyrimidin-4-yl)azepan-3-yl)dimethylphosphine C(C)C=1C(=CC=C2C=C(C=C(C12)C1=C(C=2N=C(N=C(C2C=N1)N1CC(CCCC1)P(C)C)OC[C@]12CCCN2C[C@@H](C1)F)F)O)F